6-(4-chlorophenyl)-2-(5-fluoropyridin-3-yl)-3-oxo-N-(1,1,1-trifluoro-3-hydroxypropan-2-yl)-2,3-dihydropyridazine-4-carboxamide ClC1=CC=C(C=C1)C=1C=C(C(N(N1)C=1C=NC=C(C1)F)=O)C(=O)NC(C(F)(F)F)CO